normal pentanol C(CCCC)O